OC[C@H]1O[C@H]([C@@]2(CCO2)[C@@H]1O)N1C=C(C2=C1N=CN=C2OC)C=2C=NNC2 (4R,5R,7R,8R)-7-(hydroxymethyl)-5-(4-methoxy-5-(1H-pyrazol-4-yl)-7H-pyrrolo[2,3-d]pyrimidin-7-yl)-1,6-dioxaspiro[3.4]octan-8-ol